4-{1-[3-(dimethylamino)-1H-1,2,4-triazol-1-yl]ethyl}-N'-hydroxybenzenecarboximidamide CN(C1=NN(C=N1)C(C)C1=CC=C(C=C1)C(N)=NO)C